6-(3-oxo-1-propenyl)-2'-deoxyadenosine O=CC=CC1(C2=NCN([C@H]3C[C@H](O)[C@@H](CO)O3)C2=NC=N1)N